2-methyl-4-(trifluoromethoxy)benzoate CC1=C(C(=O)[O-])C=CC(=C1)OC(F)(F)F